C(C)(C)N(CCC)CC1=CC2=C(C(N(C=C2C(F)(F)F)C2=CC(=CC=C2)C2(CC(C2)C)C2=NN=CN2C)=O)N1 2-((isopropyl(propyl)amino)methyl)-6-(3-((1s,3s)-3-methyl-1-(4-methyl-4H-1,2,4-triazol-3-yl)cyclobutyl)phenyl)-4-(trifluoromethyl)-1,6-dihydro-7H-pyrrolo[2,3-c]pyridin-7-one